CN(C(=O)C1=C(C=C(C=C1)C1=NN=C(S1)N1CCN(CC1)C(=O)OC(C)(C)C)F)C tert-butyl 4-(5-(4-(dimethylcarbamoyl)-3-fluorophenyl)-1,3,4-thiadiazol-2-yl)piperazine-1-carboxylate